N1(CCN(CCNCC1)CC=1C(=C(C(=O)NC(CO)CO)C=C(C1)C)O)CC=1C(=C(C(=O)NC(CO)CO)C=C(C1)C)O 3,3'-[1,4,7-triazonane-1,4-diylbis(methylene)]bis[N-(1,3-dihydroxypropan-2-yl)-2-hydroxy-5-methylbenzamide]